[Co].CC1=COC=C1 (3-methylfuran) cobalt